1-(4-(3-cyclobutyl-1,2,4-oxadiazol-5-yl)piperidin-1-yl)-2-(4-methyl-1,2,5-oxadiazol-3-yl)ethan-1-one C1(CCC1)C1=NOC(=N1)C1CCN(CC1)C(CC1=NON=C1C)=O